(1R)-1-(4-bromo-3,5-diethoxy-2-methylphenyl)ethan-1-amine hydrochloride Cl.BrC1=C(C(=C(C=C1OCC)[C@@H](C)N)C)OCC